ClC1=NC(=NC(=N1)C1=CC=NC=C1)C1=CC=NC=C1 2-chloro-4,6-di(pyridine-4-yl)-1,3,5-triazine